FC1(OC2=C(O1)C=CC(=C2)C(=O)N2CCN(CC2)C(=O)C=2NC1=CC=C(C=C1C2)F)F (2,2-difluorobenzo[d][1,3]dioxol-5-yl)(4-(5-fluoro-1H-indole-2-carbonyl)piperazin-1-yl)methanone